1-(3,4-dichlorophenyl)cyclopropanecarbonitrile ClC=1C=C(C=CC1Cl)C1(CC1)C#N